benzyl-6-methoxy-1-(3-phenylpropyl)-1H-benzo[d]Imidazole C(C1=CC=CC=C1)C1=NC2=C(N1CCCC1=CC=CC=C1)C=C(C=C2)OC